N-[(1S,4R)-9-(dichloromethylene)-1,2,3,4-tetrahydro-1,4-methano-naphthalen-5-yl]-3-(difluoromethyl)-1-methyl-1H-pyrazole-4-carboxamide ClC(=C1[C@H]2CC[C@@H]1C1=C(C=CC=C21)NC(=O)C=2C(=NN(C2)C)C(F)F)Cl